Cl.N[C@@H]1CN(CCC1)C1=CC(=NC=C1C=1C=NN(C1)C(F)F)NC1=NC(=NC=C1)C1=C(C=CC=C1OC)F (S)-N-(4-(3-aminopiperidin-1-yl)-5-(1-(difluoromethyl)-1H-pyrazol-4-yl)pyridin-2-yl)-2-(2-fluoro-6-methoxyphenyl)pyrimidin-4-amine hydrochloride